(S)-4-(4-fluorobenzyl)-N-(7-((2-hydroxy-spiro[3.3]heptane-2-yl)ethynyl)-5-methyl-4-oxo-2,3,4,5-tetrahydrobenzo[b][1,4]oxazepin-3-yl)-1H-pyrazole-1-carboxamide FC1=CC=C(CC=2C=NN(C2)C(=O)N[C@@H]2C(N(C3=C(OC2)C=CC(=C3)C#CC3(CC2(C3)CCC2)O)C)=O)C=C1